3-(4-((7-(8,8-difluoro-2-azabicyclo[3.2.1]octan-2-yl)heptyl)thio)-1-oxoisoindolin-2-yl)piperidine-2,6-dione FC1(C2N(CCC1CC2)CCCCCCCSC2=C1CN(C(C1=CC=C2)=O)C2C(NC(CC2)=O)=O)F